5-(8-chloro-4-methylquinazolin-6-yl)-4-(2-fluorophenyl)pyrimidin-2-amine ClC=1C=C(C=C2C(=NC=NC12)C)C=1C(=NC(=NC1)N)C1=C(C=CC=C1)F